NC=1C=C(C=CC1N)C1=CC=CC=C1OCCOC 3',4'-diamino-6-(2-methoxyethoxy)-[1,1'-biphenyl]